ACETATE (ALLYL AMYL GLYCOLATE) C(C=C)CCCCCC(C(=O)O)O.C(C)(=O)O